ClC=1C=CN(NC1)C(C)C 5-chloro-2-isopropylpyridazin